3-((tert-Butyl(diphenyl)silyl)oxy)-2,2-bis(((3-butylheptanoyl)oxy)methyl)propyl (9Z)-hexadec-9-enoate C(CCCCCCC\C=C/CCCCCC)(=O)OCC(CO[Si](C1=CC=CC=C1)(C1=CC=CC=C1)C(C)(C)C)(COC(CC(CCCC)CCCC)=O)COC(CC(CCCC)CCCC)=O